N-(piperidin-4-yl)amide N1CCC(CC1)[NH-]